1,1,2,2-tetrafluoro-4-hydroxybutane-1-sulfonic acid sodium [Na].FC(C(CCO)(F)F)(S(=O)(=O)O)F